O[C@H](CN1C[C@@H]([C@@H](CC1)NC1=C2C=C(N(C2=CC=C1)CC(F)(F)F)C#CCNC1=C(C=C(C=C1)S(=O)(=O)N)OC)F)CO 4-{[3-(4-{[(3S,4R)-1-[(2R)-2,3-dihydroxypropyl]-3-fluoropiperidin-4-yl]amino}-1-(2,2,2-trifluoroethyl)-1H-indol-2-yl)prop-2-yn-1-yl]amino}-3-methoxybenzene-1-sulfonamide